FC1(CC(N(CC1)C(C1=CC(=CC=C1)S(=O)(=O)C)=O)C(=O)N)F 4,4-difluoro-1-(3-(methylsulfonyl)benzoyl)-2-piperidinecarboxamide